COC=1C=C2C(=CC=NC2=CC1OC)OC1=C(C=C(C=C1)NC(C(=O)OCC)=O)F ethyl [(4-{[6,7-bis(methyloxy)quinolin-4-yl]oxy}-3-fluorophenyl)amino](oxo)acetate